2-(chloromethyl)-5-(3-fluorophenyl)-1,3,4-thiadiazole ClCC=1SC(=NN1)C1=CC(=CC=C1)F